2-(aminomethyl)-6-bromonicotinic acid NCC1=C(C(=O)O)C=CC(=N1)Br